FC=1C=C(C=CC1F)NC1=C2C=CN(C2=C(C=C1)C(=O)NC1(CC1)C1=CC=C(C(=O)O)C=C1)CC1=CC=C(C=C1)C(F)(F)F 4-(1-(4-((3,4-difluorophenyl)amino)-1-(4-(trifluoromethyl)benzyl)-1H-indole-7-carboxamido)cyclopropyl)benzoic acid